COC/C=C/C1=NC(=NC(=C1)N1N=C(C=C1)C1=CC(=CC=C1)C)OCC1OCCC1 4-[(1E)-3-methoxyprop-1-en-1-yl]-6-[3-(3-methylphenyl)-1H-pyrazol-1-yl]-2-[(oxolan-2-yl)methoxy]pyrimidine